C(#N)C1=C(C(=C(C(=C1)C1CC1)CC(=O)N[S@](=O)(=N)C=1SC(=CC1F)C(C)(C)O)C(C)C)F |o1:15| (R)- or (S)-2-(4-cyano-6-cyclopropyl-3-fluoro-2-isopropylphenyl)-N-(3-fluoro-5-(2-hydroxypropan-2-yl)thiophen-2-ylsulfonimidoyl)acetamide